ClC=1C(C=2C(NSN2)=CC1)(N)C=1NCCN1 5-chloro-4-(4,5-dihydro-1H-imidazol-2-yl)-2,1,3-benzothiadiazol-4-amine